3-(2-methoxy-2-oxoethyl)-4-(3-nitro-5-(trifluoromethyl)pyridin-2-yl)piperazine-1-carboxylic acid tert-butyl ester C(C)(C)(C)OC(=O)N1CC(N(CC1)C1=NC=C(C=C1[N+](=O)[O-])C(F)(F)F)CC(=O)OC